COC(=O)C=1C=C(C=NC1N)C1=NC=C(C=C1)C1(CCN(CC1)C(C)C)OCC 6'-amino-5-(4-ethoxy-1-isopropylpiperidin-4-yl)-[2,3'-bipyridine]-5'-carboxylic acid methyl ester